2,2-bis-(4-β-hydroxyethoxy-phenyl)propane OCCOC1=CC=C(C=C1)C(C)(C)C1=CC=C(C=C1)OCCO